C(C)(C)(C)C1=C(SC2=C1C=CC=C2)Br tert-butylbromobenzothiophene